1,3-DICHLORO-4-METHOXY-BENZENE-2-YLBORONIC ACID ClC1=C(C(=C(C=C1)OC)Cl)B(O)O